3,6-dimethyl-pyrazolo[3,2-c]-1,2,4-triazole CC1N2C(N=N1)=CC(=N2)C